dimethyl-(6-(6-methyl-2-((3-methyl-4-((1-methyl-Piperidin-4-yl)oxy)phenyl)amino)-7H-pyrrolo[2,3-d]pyrimidin-7-yl)pyridin-2-yl)phosphine oxide CP(C1=NC(=CC=C1)N1C(=CC2=C1N=C(N=C2)NC2=CC(=C(C=C2)OC2CCN(CC2)C)C)C)(C)=O